Cl.N1=CNC=2CNCCC21 3H,4H,5H,6H,7H-imidazo[4,5-c]Pyridine hydrochloride